[C@H]12COC[C@H](CNC1)N2C2=NC=C1C(=N2)N(N=C1C=1C(=C(C(=C(C1)C(F)(F)F)F)O)F)C 3-(6-((1R,5S)-3-oxa-7,9-diazabicyclo[3.3.1]nonan-9-yl)-1-methyl-1H-pyrazolo[3,4-d]pyrimidin-3-yl)-2,6-difluoro-5-(trifluoromethyl)phenol